C(C(C)C)C1=CC(=CC2=C1C(N1[C@@H](CO2)C[C@@H](C1)OC1=CC=C2CCC(NC2=C1)=O)=O)C [2S,11aR]-6-isobutyl-8-methyl-2-((2-oxo-1,2,3,4-tetrahydroquinolin-7-yl)oxy)-2,3,11,11a-tetrahydro-1H,5H-benzo[f]pyrrolo[2,1-c][1,4]oxazepin-5-one